1-(3-(4-((4-([1,2,4]triazolo[1,5-a]pyridin-7-yloxy)-3-methylphenyl)amino)pyrrolo[2,1-f][1,2,4]triazin-5-yl)pyrrolidin-1-yl)prop-2-en-1-one N=1C=NN2C1C=C(C=C2)OC2=C(C=C(C=C2)NC2=NC=NN1C2=C(C=C1)C1CN(CC1)C(C=C)=O)C